The molecule is an oligopeptide comprising pyroglutamyl, histidyl, tryptophyl, seryl, tyrosyl, 1-benzyl-D-histidyl, leucyl, arginyl, and N-ethylprolinamide residues joined in sequence. It is a synthetic nonapeptide analogue of gonadotropin-releasing hormone, and is used as a subcutaneous hydrogel implant (particularly as the diacetate salt) for the treatment of prostate cancer and for the suppression of gonadal sex hormone production in children with central precocious puberty. It has a role as an antineoplastic agent and a gonadotropin releasing hormone agonist. CCNC(=O)[C@@H]1CCCN1C(=O)[C@H](CCCN=C(N)N)NC(=O)[C@H](CC(C)C)NC(=O)[C@@H](CC2=CN(C=N2)CC3=CC=CC=C3)NC(=O)[C@H](CC4=CC=C(C=C4)O)NC(=O)[C@H](CO)NC(=O)[C@H](CC5=CNC6=CC=CC=C65)NC(=O)[C@H](CC7=CN=CN7)NC(=O)[C@@H]8CCC(=O)N8